6-(4-trifluoromethanesulfonyl-phenyl)-2-azaspiro[3.3]heptane-2-carboxylic acid tert-butyl ester C(C)(C)(C)OC(=O)N1CC2(C1)CC(C2)C2=CC=C(C=C2)S(=O)(=O)C(F)(F)F